O=C1NC(CCC1N1C(C2=CC=C(C=C2C1=O)CN1CCN(CC1)C1=CC=NC=C1)=O)=O 2-(2,6-dioxopiperidin-3-yl)-5-((4-(pyridin-4-yl)piperazin-1-yl)methyl)isoindoline-1,3-dione